6-[(2R)-2-methylpiperazin-1-yl]pyridine-3-carbonitrile C[C@H]1N(CCNC1)C1=CC=C(C=N1)C#N